tert-butyl (4-(6-(hydroxymethyl)pyrrolo[2,1-f]triazin-4-yl)-2-methylbenzyl)carbamate OCC=1C=C2C(=CN=NN2C1)C1=CC(=C(CNC(OC(C)(C)C)=O)C=C1)C